ClC1=C(CN2C(C(C3=CC=C(C=C23)C(F)(F)F)(C)C)=O)C(=CC=C1)OCC1=CC(=CC(=C1)F)F 1-(2-chloro-6-((3,5-difluorobenzyl)oxy)benzyl)-3,3-dimethyl-6-(trifluoromethyl)indolin-2-one